ClC=1C=C(C=C(C1OC=1C=CC2=C(N(C=N2)C2(CC2)C(F)(F)F)C1)Cl)N1N=C(C(NC1=O)=O)C#N 2-(3,5-dichloro-4-((1-(1-(trifluoromethyl)cyclopropyl)-1H-benzo[d]imidazol-6-yl)oxy)phenyl)-3,5-dioxo-2,3,4,5-tetrahydro-1,2,4-triazine-6-carbonitrile